t-butyl-8-bromo-3,4-dihydroisoquinoline-2(1H)-carboxylate C(C)(C)(C)OC(=O)N1CC2=C(C=CC=C2CC1)Br